N-((5-chloro-8-methoxyquinolin-7-yl)(3-methoxyphenyl)methyl)butyramide ClC1=C2C=CC=NC2=C(C(=C1)C(NC(CCC)=O)C1=CC(=CC=C1)OC)OC